C1N(CC12CCNCC2)NC(OC(C)(C)C)=O tert-butyl (2,7-diazaspiro[3.5]nonan-2-yl)carbamate